pentadecylcarboxylic acid C(CCCCCCCCCCCCCC)C(=O)O